N-[3-[2-(4-fluoroanilino)-1-methyl-2-oxo-ethyl]-1-bicyclo[1.1.1]pentanyl]pyridin-1-ium-3-carboxamide FC1=CC=C(NC(C(C)C23CC(C2)(C3)NC(=O)C=3C=[NH+]C=CC3)=O)C=C1